1-((5-(3-fluorophenyl)-1,3,4-thiadiazol-2-yl)methyl)-4-(1-methylcyclobutyl)-1,4-dihydropyrazine-2,3-dione FC=1C=C(C=CC1)C1=NN=C(S1)CN1C(C(N(C=C1)C1(CCC1)C)=O)=O